C[NH+](C)C.C(CCCCCCC\C=C/CCCCCCCC)(=O)CC(C)C(CCCCCCC\C=C/CCCCCCCC)=O 1,2-dioleoylpropane trimethylammonium salt